CC1=NN(C=C1C(=N)NC1=CC=C(C=C1)OC(F)(F)F)C1=CC=C(C=C1)C=C 3-methyl-N-[4-(trifluoromethoxy)phenyl]-1-(4-vinylphenyl)pyrazole-4-carboxamidine